FC(N1C2=C(C=3C=CC(=CC13)C=1C=CC(=NC1)OCCCOCCOCCOCCOCCOC=1C=C3C(N(C(C3=CC1)=O)C1C(NC(CC1)=O)=O)=O)C=NC=C2)F 5-((14-((5-(5-(difluoromethyl)-5H-pyrido[4,3-b]indol-7-yl)pyridin-2-yl)oxymethyl)-3,6,9,12-tetraoxatetradecyl)oxy)-2-(2,6-dioxopiperidin-3-yl)isoindoline-1,3-dione